di(propynyloxymethyl)butyl-benzyl-ammonium chloride [Cl-].C(#CC)OC[N+](CC1=CC=CC=C1)(CCCC)COC#CC